(1-methylcyclopentadienyl)(1,5-cyclooctadiene) iridium [Ir].CC1(C=CC=C1)C1=CCCC=CCC1